2-(4-Propylcyclohexyl)-1,3-propanediol tert-butyl-(S)-3-(fluoromethyl)-3-((4-(trifluoromethoxy)phenyl)sulfonamido)pyrrolidine-1-carboxylate C(C)(C)(C)[C@@H]1N(CCC1(NS(=O)(=O)C1=CC=C(C=C1)OC(F)(F)F)CF)C(=O)OCC(CO)C1CCC(CC1)CCC